1-(1-acetylpiperidin-4-yl)-4-bromo-N-(3-methyl-5-(phenylethynyl)pyridin-2-yl)-1H-pyrazole-5-carboxamide C(C)(=O)N1CCC(CC1)N1N=CC(=C1C(=O)NC1=NC=C(C=C1C)C#CC1=CC=CC=C1)Br